N-(3-((5-(5,6-dichloropyridin-3-yl)-2-((1-methyl-1H-pyrazol-4-yl)amino)pyrimidin-4-yl)amino)-4-fluorophenyl)acrylamide ClC=1C=C(C=NC1Cl)C=1C(=NC(=NC1)NC=1C=NN(C1)C)NC=1C=C(C=CC1F)NC(C=C)=O